[Si](C)(C)(C(C)(C)C)OCC1=CC=C(COC2=CC=C(C=C2)NC(=O)NCC=2C=C3CN(C(C3=C(C2)F)=O)C2C(NC(CC2)=O)=O)C=C1 1-(4-((4-(((tert-butyldimethylsilyl)oxy)methyl)benzyl)oxy)phenyl)-3-((2-(2,6-dioxopiperidin-3-yl)-7-fluoro-1-oxoisoindolin-5-yl)methyl)urea